6-methyl-4-[5-(methylsulfonyl)-2-(pyridin-3-yloxy)phenyl]-1,6-dihydro-7H-pyrrolo[2,3-c]pyridin-7-one CN1C(C2=C(C(=C1)C1=C(C=CC(=C1)S(=O)(=O)C)OC=1C=NC=CC1)C=CN2)=O